CN1CCN(CC1)C1=CC=CC=2N1C=C(N2)C=O 5-(4-methylpiperazin-1-yl)imidazo[1,2-a]pyridine-2-carbaldehyde